(S)-2-(Benzo[b]thiophen-2-carboxamido)-N6-ethyl-N1-(1-(2-(2-adamantylamino)-2-oxoethyl)-2-oxo-1,2-dihydropyridin-3-yl)-5-oxohexandiamid S1C2=C(C=C1C(=O)N[C@H](C(=O)NC=1C(N(C=CC1)CC(=O)NC1C3CC4CC(CC1C4)C3)=O)CCC(C(=O)NCC)=O)C=CC=C2